cis-N-(2-fluoro-5-(5-fluoropyrimidin-2-yl)-4-methylphenyl)-3-methyl-1-(5-methyl-1,3,4-oxadiazol-2-yl)-6-azabicyclo[3.1.1]heptane-6-carboxamide FC1=C(C=C(C(=C1)C)C1=NC=C(C=N1)F)NC(=O)N1C2CC(CC1(C2)C=2OC(=NN2)C)C